ClC1=CC=NC(=C1C(=O)NCC=1C=NC(=CC1)OC)OC 4-chloro-2-methoxy-N-((6-methoxypyridin-3-yl)methyl)nicotinamide